2-((2S)-1-acryloyl-4-(5-(6-chloro-5-methyl-1H-indazol-4-yl)-3,4-dihydro-2H-pyrano[2,3-f]quinazolin-10-yl)piperazin-2-yl)acetonitrile C(C=C)(=O)N1[C@H](CN(CC1)C1=NC=NC2=CC(=C3C(=C12)OCCC3)C3=C1C=NNC1=CC(=C3C)Cl)CC#N